N-((4-cyano-2,6-diisopropylphenyl)carbamoyl)-4-hydroxy-4,5,6,7-tetrahydrobenzofuran-2-sulfonamide C(#N)C1=CC(=C(C(=C1)C(C)C)NC(=O)NS(=O)(=O)C=1OC2=C(C1)C(CCC2)O)C(C)C